Methyl (E)-1-Acetyl-3-(methoxyphenylmethylen)-oxindol-6-carboxylat C(C)(=O)N1C(/C(/C2=CC=C(C=C12)C(=O)OC)=C(\C1=CC=CC=C1)/OC)=O